ClC=1C=CC=C2C=C(NC12)C(=O)N1[C@@H]([C@H]2C([C@H]2C1)(C)C)C(=O)N[C@H](CO)C[C@H]1C(NCC1)=O (1R,2S,5S)-3-(7-chloro-1H-indole-2-carbonyl)-N-((S)-1-hydroxy-3-((S)-2-oxopyrrolidin-3-yl)propan-2-yl)-6,6-dimethyl-3-azabicyclo[3.1.0]hexane-2-carboxamide